2,6-diphenyl-4-(4-bromophenyl)pyridine C1(=CC=CC=C1)C1=NC(=CC(=C1)C1=CC=C(C=C1)Br)C1=CC=CC=C1